C1(CC1)C1=C(C=C(C(=C1)I)C)N(C(C#CC)=O)C1=CC=C2C(=N1)C(=NN2C)O[C@@H]2C[C@H](CC2)C(=O)O (1S,3S)-3-({5-[N-(2-cyclopropyl-4-iodo-5-methylphenyl)but-2-ynamido]-1-methylpyrazolo[4,3-b]pyridin-3-yl}oxy)cyclopentane-1-carboxylic acid